FC(C1=NN(C(=C1C1=CC=CC=C1)F)C1=CC=C(C=C1)C(F)(F)F)F 3-difluoromethyl-5-fluoro-4-phenyl-1-(4-trifluoromethylphenyl)-1H-pyrazole